1-[(2S)-2-[4-[4-(4-fluorophenyl)-3-hydroxy-butyl]triazol-1-yl]-3,3-dimethyl-butyryl]-4-hydroxy-N-methyl-pyrrolidine-2-carboxamide FC1=CC=C(C=C1)CC(CCC=1N=NN(C1)[C@H](C(=O)N1C(CC(C1)O)C(=O)NC)C(C)(C)C)O